(8-bromo-4,4-dimethyl-2,3-dihydro-1H-quinolin-7-yl)methoxydimethyl-tert-butylsilane tungsten-niobium oxygen [O].[Nb].[W].BrC=1C(=CC=C2C(CCNC12)(C)C)CO[Si](C(C)(C)C)(C)C